methyl-1-methyl-cyclopropanecarboxylate COC(=O)C1(CC1)C